FC=1C(=NC(=NC1)NC1(CCN(CC1)S(=O)(=O)C)C)C1=C(C2=C(C3(N(C2=O)C)CC3)S1)C 2'-(5-fluoro-2-((4-methyl-1-(methylsulfonyl)piperidin-4-yl)amino)pyrimidin-4-yl)-3',5'-dimethylspiro[cyclopropane-1,6'-thieno[2,3-c]pyrrol]-4'(5'H)-one